(E)-2-hexen-1-al C(\C=C\CCC)=O